C(C)(C)(C)OC(=O)[C@@H]1CCCC=2N1C(N(N2)CC2=C(C=C(C(=C2)F)F)F)=O tert-Butyl-(5S)-3-oxo-2-(2,4,5-trifluorobenzyl)-2,3,5,6,7,8-hexahydro[1,2,4]triazolo[4,3-a]pyridine-5-carboxylate